(S)-(Z)-3-((3-butyl-7-(ethylthio)-1,1-dioxido-5-phenyl-2,3,4,5-tetrahydro-1,2,5-benzothiadiazepin-8-yl)oxy)-2-fluoroacrylic acid C(CCC)[C@@H]1NS(C2=C(N(C1)C1=CC=CC=C1)C=C(C(=C2)O\C=C(\C(=O)O)/F)SCC)(=O)=O